2''-oxodispiro[cycloHexane-1,2'-pyrrolidine-3',3''-indoline]-5'-carboxamide O=C1NC2=CC=CC=C2C12C1(NC(C2)C(=O)N)CCCCC1